Bis(3-n-butylindenyl)zirconium dichloride [Cl-].[Cl-].C(CCC)C1=CC(C2=CC=CC=C12)[Zr+2]C1C=C(C2=CC=CC=C12)CCCC